C(C1=CC=CC=C1)O[C@H]1CN(C[C@H](C1OCC1=CC=CC=C1)OCC1=CC=CC=C1)C[C@@H]1CN(CCC1)C1=CC=CC2=C1N=CS2 4-((R)-3-(((3S,4R,5R)-3,4,5-tris(benzyloxy)piperidin-1-yl)methyl)piperidin-1-yl)benzo[d]thiazole